O=C(CC=O)C1=CC=C(C=C1)OC 3-oxo-3-(4-methoxyphenyl)-propanal